2-((7,8-dichloro-2-(1H-pyrazol-4-yl)quinolin-4-yl)amino)ethan-1-ol ClC1=CC=C2C(=CC(=NC2=C1Cl)C=1C=NNC1)NCCO